Trisodium citrat C(CC(O)(C(=O)[O-])CC(=O)[O-])(=O)[O-].[Na+].[Na+].[Na+]